N,N-bis(hydroxyethyl)glycine OCCN(CC(=O)O)CCO